mono-octadecyl glutaconate C(C=CCC(=O)[O-])(=O)OCCCCCCCCCCCCCCCCCC